3-[[4-[(2R)-2-[(6-tert-butylfuro[2,3-b]pyrazin-2-yl)methylamino]-4,4-dimethyl-pentoxy]-6-[2-(isopropoxymethyl)-6-methyl-phenyl]-5-methyl-pyrimidin-2-yl]sulfamoyl]benzoic acid C(C)(C)(C)C1=CC=2C(=NC=C(N2)CN[C@@H](COC2=NC(=NC(=C2C)C2=C(C=CC=C2C)COC(C)C)NS(=O)(=O)C=2C=C(C(=O)O)C=CC2)CC(C)(C)C)O1